4-(4-acryloyloxybutoxy)benzoyloxyphenylboronic acid C(C=C)(=O)OCCCCOC1=CC=C(C(=O)OC2=C(C=CC=C2)B(O)O)C=C1